C(C)(C)(C)OC(=O)N1C[C@H]([C@H](CC1)C(=O)O)O (3S,4S)-1-tert-butoxycarbonyl-3-hydroxy-piperidine-4-carboxylic acid